2-docosyloxy-4-methoxybenzyl alcohol C(CCCCCCCCCCCCCCCCCCCCC)OC1=C(CO)C=CC(=C1)OC